CC(=C)C1CCC(O1)(C)C=C Anhydrolinalool oxide